O(C)C1=C(\C=C/2\C(C3=CC(=CC=C3CC2)Br)=O)C=CC=C1 (e)-2-(2-methoxylbenzylidene)-7-bromo-1-tetralone